2-[2,3-dichloro-6-(methoxymethoxy)phenyl]pyrrolidine-1-carboxylate ClC1=C(C(=CC=C1Cl)OCOC)C1N(CCC1)C(=O)[O-]